C(C1=CC=CC=C1)OC(=O)N1C2CNCC1CC2 8-((benzyloxy)carbonyl)-3,8-diazabicyclo[3.2.1]octane